tert-Butyl 4-(7-bromo-6,8-dichloroquinazolin-4-yl)piperazine-1-carboxylate BrC1=C(C=C2C(=NC=NC2=C1Cl)N1CCN(CC1)C(=O)OC(C)(C)C)Cl